(2'S,3S,6'S)-5-chloro-1-[(4-methoxyphenyl)methyl]-2'-methyl-6'-(1-methyltriazol-4-yl)spiro[indoline-3,4'-piperidin]-2-one ClC=1C=C2C(=CC1)N(C([C@]21C[C@@H](N[C@@H](C1)C=1N=NN(C1)C)C)=O)CC1=CC=C(C=C1)OC